C(C)NC(=O)C=1C=CC(=NC1)NC1=NN2C(C=C(C=C2)C2=C(C=NC(=C2)C)OC2CC3COCC(C2)N3C(=O)[O-])=C1 7-((4-(2-((5-(ethylcarbamoyl)pyridin-2-yl)amino)pyrazolo[1,5-a]pyridin-5-yl)-6-methylpyridin-3-yl)oxy)-3-oxa-9-azabicyclo[3.3.1]nonane-9-carboxylate